methyl-3-(((dimethylamino)methylene)amino)-1-phenyl-1H-thieno[2,3-c]pyrazole-5-carboxylate COC(=O)C1=CC2=C(N(N=C2N=CN(C)C)C2=CC=CC=C2)S1